Cl.Cl.CC1=C(C(=NO1)C1=CC=CC=C1)C(=O)N 5-methyl-3-phenyl-isoxazole-4-carboxamide dihydrochloride